N4-((3S,4S)-4-(((1-cyclobutyl-3-methyl-1H-pyrazol-4-yl)oxy)methyl)tetrahydrofuran-3-yl)-5-(trifluoromethyl)pyrimidine-2,4-diamine C1(CCC1)N1N=C(C(=C1)OC[C@H]1[C@@H](COC1)NC1=NC(=NC=C1C(F)(F)F)N)C